4-isodecyl alcohol CCCC(CCCC(C)C)O